4-(5-chloro-2-methoxyphenyl)-N-(6-(4-cyanophenyl)-6,7-dihydro-4H-pyrano[3,4-d]thiazol-2-yl)-6-methylnicotinamide ClC=1C=CC(=C(C1)C1=CC(=NC=C1C(=O)NC=1SC2=C(N1)COC(C2)C2=CC=C(C=C2)C#N)C)OC